NCC1(CC1)N1S(CCC1)(=O)=O 2-(1-(aminomethyl)cyclopropyl)isothiazolidine 1,1-dioxide